[Br-].[NH4+].C1(=CC=CC=C1)N1[NH+]=C(N=N1)C1=CC=CC=C1.[Br-] 2,5-diphenyltetrazolium ammonium bromide